4-(2-(2-(2,5-dicyclopropylphenyl)pyrrolidin-1-yl)-7-azaspiro[3.5]nonan-7-yl)-N-((3-nitro-4-(((tetrahydro-2H-pyran-4-yl)methyl)amino)phenyl)sulfonyl)benzamide C1(CC1)C1=C(C=C(C=C1)C1CC1)C1N(CCC1)C1CC2(C1)CCN(CC2)C2=CC=C(C(=O)NS(=O)(=O)C1=CC(=C(C=C1)NCC1CCOCC1)[N+](=O)[O-])C=C2